(R)-4-fluoro-1-(2-fluorobenzyl)-N-(5-methyl-6-oxo-6,7,8,9-tetrahydro-5H-pyrazino[2,3-b]azepin-7-yl)-1H-pyrazole-3-carboxamide FC=1C(=NN(C1)CC1=C(C=CC=C1)F)C(=O)N[C@@H]1CCC2=C(N(C1=O)C)N=CC=N2